C1(=CC=CC=C1)N(C1=CC=C(C=C1)[C@@H](CC1=CC=CC=C1)\N=C(\C1=CC=C(C=C1)C(F)(F)F)/C#N)C1=CC=CC=C1 (R,Z)-N-(1-(4-(diphenylamino)phenyl)-2-phenylethyl)-4-(trifluoromethyl)benzimidoylcyanide